CC1C=CC(CC1)=C(C)C 3-methyl-6-(1-methylethylidene)cyclohexene